C(C)N1C(NC2=CC(=CC=3C2=C1N=CN3)CN3[C@@H]([C@H](C3)OC=3C=CC(=NC3)C(=O)NC)C)=O 5-(((2R,3S)-1-((3-ethyl-2-oxo-2,3-dihydro-1H-pyrimido[4,5,6-de]quinazolin-8-yl)methyl)-2-methylazetidin-3-yl)oxy)-N-methylpicolinamide